NC=1C(=NC(=CN1)Br)OCC1=CC(=NC(=C1)N)N 4-((3-amino-6-bromopyrazin-2-yloxy)methyl)pyridine-2,6-diamine